C1(=CC=C(C=C1)[C@@]1(CC[C@@]2([C@H]3C[C@@H]([C@@]4([C@H](CC[C@H]4[C@@H]3CC[C@@H]2C1F)[C@@H](CCC(=O)O)C)C)O)C)O)C1=CC=CC=C1 (4R)-4-((3R,5S,8R,9S,10R,12S,13R,14S,17R)-3-([1,1'-biphenyl]-4-yl)-4-fluoro-3,12-dihydroxy-10,13-dimethylhexadecahydro-1H-cyclopenta[a]phenanthren-17-yl)pentanoic acid